O1C(C1)CCCCO 4-(oxiran-2-yl)-1-butanol